3-Chloro-1-(4-methoxybenzyl)pyrazin-2(1H)-one ClC=1C(N(C=CN1)CC1=CC=C(C=C1)OC)=O